rel-(2R,3S,4S,5R)-N-(3-carbamoylphenyl)-3-[2-(difluoromethoxy)-3,4-difluorophenyl]-4,5-dimethyl-5-(trifluoromethyl)tetrahydrofuran-2-carboxamide C(N)(=O)C=1C=C(C=CC1)NC(=O)[C@@H]1O[C@]([C@H]([C@H]1C1=C(C(=C(C=C1)F)F)OC(F)F)C)(C(F)(F)F)C |o1:12,14,15,16|